ClC1=CC2=C(N(C(N=C2N2C3CN(C(C2)CC3)C(=O)OC(C)(C)C)=O)C=3C(=NC=CC3C)C(C)C)N=C1Cl tert-butyl 5-(6,7-dichloro-1-(2-isopropyl-4-methylpyridin-3-yl)-2-oxo-1,2-dihydropyrido[2,3-d]pyrimidin-4-yl)-2,5-diazabicyclo[2.2.2]octane-2-carboxylate